2-(3,5-dimethylcyclohexyl)-2-(3,3-dibromopropyl)-1,3-dimethoxypropane CC1CC(CC(C1)C)C(COC)(COC)CCC(Br)Br